1,2-dimethyl-4-nitrochlorobenzene CC1=C(C(=C(C=C1)[N+](=O)[O-])Cl)C